C(C)(=O)C1=CC=C(C=C1)N1N=CC(=C1)C=1C=C(CNC(=O)C2=C3NC(=NC3=NC=N2)C2CCCC2)C=C(C1)F N-(3-(1-(4-acetylphenyl)-1H-pyrazol-4-yl)-5-fluorobenzyl)-8-cyclopentyl-7H-purine-6-carboxamide